I(=O)(=O)O.N1CCNCC1 piperazine Iodate